(R)-1,1,1-trifluoropropan-2-yl (S)-6-diazo-2-((S)-2-methoxypropanamido)-5-oxohexanoate [N+](=[N-])=CC(CC[C@@H](C(=O)O[C@@H](C(F)(F)F)C)NC([C@H](C)OC)=O)=O